C1(=C(C=CC=C1)C1=C2C3=C(C(=C(C4(C3=CC2=CC=C1)C=CC=C1C2=CC=CC=C2C=C14)N(C1=C(C=CC=C1)C1=CC=CC=4SC2=C(C41)C=CC=C2)C2=C(C=CC=C2)C2=CC=CC=C2)C=2C4(C1=CC3=CC=CC=C3C1=CC2)C=CC=C2C1=CC=CC=C1C=C24)C2=C(C=CC=C2)C2=CC=CC=4SC1=C(C42)C=CC=C1)C1=CC=CC=C1 (biphenylyl)(dibenzothiophenylphenyl)(spirobifluorenyl)(biphenylyl)(dibenzothiophenylphenyl)(spirobifluorenyl)amine